[Cu].NC1=NC=C(C2=C1C=NN2C2OCCCC2)NC(=O)C(=O)N(C(C)C2=CC=C(C=C2)C(F)(F)F)CC N-(4-amino-1-tetrahydropyran-2-yl-pyrazolo[4,3-c]pyridin-7-yl)-N'-ethyl-N'-[1-[4-(trifluoromethyl)phenyl]ethyl]oxamide Copper